C(C)(=O)OC[C@H](COC1=CC=C(C=C1)S(=O)(=O)C1=CC(=C(C(=C1)Cl)OCCCCl)Cl)OC(C)=O (S)-3-(4-((3,5-dichloro-4-(3-chloropropoxy)phenyl)sulfonyl)phenoxy)propane-1,2-diyl diacetate